FC1(CCN(CC1)C1=NC(=CC2=C1N=NC(=C2)OC)NC(C2=C(C=C(C=C2)NS(=O)(=O)CCO)N2CCC1(CC1)CC2)=O)F N-(8-(4,4-difluoropiperidin-1-yl)-3-methoxypyrido[3,4-c]pyridazin-6-yl)-4-(2-hydroxyethylsulfonamido)-2-(6-azaspiro[2.5]octan-6-yl)benzamide